1-oxo-2,3-dihydro-1lambda4,5-benzothiazepin-4-one O=S1CCC(NC2=C1C=CC=C2)=O